N-(((4-methylquinazolin-2-yl)amino)(piperidin-4-ylamino)methylene)acetamide CC1=NC(=NC2=CC=CC=C12)NC(=NC(C)=O)NC1CCNCC1